C(C)(C)N1N=CC(=C1)N1C(N([C@H](C1)C#N)C1=CN=CC2=CC=CC=C12)=O (R)-1-(1-isopropyl-1H-pyrazol-4-yl)-3-(isoquinolin-4-yl)-2-oxoimidazoline-4-carbonitrile